C(C)OC(CCCCCCCCCCCCCCC[SiH3])(OCC)OCC triethoxyhexadecyl-silane